C(\C=C\C(=O)O)(=O)O.CN1[C@@H](CCC1)C(CO)O 1-((S)-1-methylpyrrolidin-2-yl)ethane-1,2-diol fumarate